N1(CCC1)CCCC1=C(C=CC(=C1)F)S(=O)(=O)NC1=C(C2=C([C@@H]3[C@H](CO2)C3)C=C1)C(=O)O |r| (1aRS,7bSR)-5-{2-[(Z)-3-(azetidin-1-yl)propyl]-4-fluorobenzenesulfonylamino}-1,1a,2,7b-tetrahydrocycloprop[c]benzopyran-4-carboxylic acid